5-[4-(2,6-difluoro-4-nitrophenoxy)-1-{[2-(trimethylsilyl)ethoxy]methyl}-1H-pyrrolo[2,3-b]pyridin-3-yl]-2-methoxybenzonitrile FC1=C(OC2=C3C(=NC=C2)N(C=C3C=3C=CC(=C(C#N)C3)OC)COCC[Si](C)(C)C)C(=CC(=C1)[N+](=O)[O-])F